F[C@@H]1[C@H]2CC[C@@H](C[C@@H]1N(C)C1=CN=C(N=N1)C=1C=C3C(C=C(OC3=CC1OCOC)C)=O)N2C(=O)OC(C)(C)C tert-butyl (1R,2S,3S,5S)-2-fluoro-3-((3-(7-(methoxymethoxy)-2-methyl-4-oxo-4H-chromen-6-yl)-1,2,4-triazin-6-yl)(methyl)amino)-8-azabicyclo[3.2.1]octane-8-carboxylate